(1S,5'S)-5-fluoro-2-(4-methoxybenzyl)-1',5'-dimethylspiro[isoindoline-1,3'-pyrrolidine]-2',3-dione FC=1C=C2C(N([C@]3(C(N([C@H](C3)C)C)=O)C2=CC1)CC1=CC=C(C=C1)OC)=O